2-(2,6-dioxopiperidin-3-yl)-N-methyl-1,3-dioxoisoindoline-5-carboxamide O=C1NC(CCC1N1C(C2=CC=C(C=C2C1=O)C(=O)NC)=O)=O